(S)-N'-((R)-1-(4-methoxyphenyl)ethyl)-4-((7-methoxyquinolin-4-yl)oxy)-N-((S)-1-(1-methyl-1H-pyrazol-5-yl)ethyl)benzenesulfonimidamide COC1=CC=C(C=C1)[C@@H](C)N=[S@](=O)(N[C@@H](C)C1=CC=NN1C)C1=CC=C(C=C1)OC1=CC=NC2=CC(=CC=C12)OC